nickel hydrogen malonate C(CC(=O)[O-])(=O)O.[Ni+2].C(CC(=O)[O-])(=O)O